(cis-2,6-dimethylmorpholino)-2-methyl-quinazolin-4(3H)-one C[C@@H]1O[C@@H](CN(C1)N1C(=NC2=CC=CC=C2C1=O)C)C